FC1=C(C(=O)C=2C3=C(SC2NC(CBr)=O)CC(C3)C(=O)OC)C=CC=C1 methyl 3-(2-fluorobenzoyl)-2-(2-bromoacetamido)-4H,5H,6H-cyclopenta[b]thiophene-5-carboxylate